ClCCCCCOC1=NC=NC2=CC=CC=C12 4-(5-Chloropentyloxy)quinazoline